CC1=NC=CC(=C1)NC1=CC2=C(NC(=N2)C=2C=CC(=NC2)NC2=CC=NC3=CC=C(C=C23)N2CCOCC2)C=C1 N-(5-(5-((2-methylpyridin-4-yl)amino)-1H-benzo[d]imidazol-2-yl)pyridin-2-yl)-6-morpholinoquinolin-4-amine